tert-butyl (3s,4r)-4-(3-cyanophenyl)-3-((dimethylamino) methyl)-4-hydroxypiperidin-1-carboxylate C(#N)C=1C=C(C=CC1)[C@@]1([C@H](CN(CC1)C(=O)OC(C)(C)C)CN(C)C)O